3-[(2R)-1-(4-methyl-1,2,4-triazol-3-yl)propan-2-yl]Benzaldehyde CN1C(=NN=C1)C[C@@H](C)C=1C=C(C=O)C=CC1